benzyl N-[20-(4-aminophenoxy)-3,6,9,12,15,18-hexaoxaicosan-1-yl]carbamate NC1=CC=C(OCCOCCOCCOCCOCCOCCOCCNC(OCC2=CC=CC=C2)=O)C=C1